6-fluoro-N-((3R,4R)-3-fluoro-1-(oxetan-3-yl)piperidin-4-yl)-4-(methoxy-d3)-5-(1-(2,2,2-trifluoroethyl)-1H-benzo[d][1,2,3]triazol-6-yl)pyrrolo[2,1-f][1,2,4]triazin-2-amine FC=1C(=C2C(=NC(=NN2C1)N[C@H]1[C@@H](CN(CC1)C1COC1)F)OC([2H])([2H])[2H])C=1C=CC2=C(N(N=N2)CC(F)(F)F)C1